tri(isobutyl)indium C(C(C)C)[In](CC(C)C)CC(C)C